tert-butyl (R)-2-methylaziridine-1-carboxylate CC1[N@@](C1)C(=O)OC(C)(C)C